COC1=NC2=CC=CC=C2C=C1C1=CN=C(N1)[C@H](CCCCCC(CC)=O)NC(=O)[C@@H]1CC12CCOCC2 (R)-N-((S)-1-(5-(2-methoxyquinolin-3-yl)-1H-imidazol-2-yl)-7-oxononyl)-6-oxaspiro[2.5]octane-1-carboxamide